(7R,14R)-11-((R)-3-aminobut-1-yn-1-yl)-1-(difluoromethoxy)-6-(methyl-d3)-6,7-dihydro-7,14-methanobenzo[f]benzo[4,5]imidazo[1,2-a][1,4]diazocin-5(14H)-one N[C@@H](C#CC1=CC2=C(N=C3N2[C@H]2C4=C(C(N([C@@H]3C2)C([2H])([2H])[2H])=O)C=CC=C4OC(F)F)C=C1)C